2-(4-bromophenyl)-2-oxoethyl (3R)-3-hydroxytetradecanoate O[C@@H](CC(=O)OCC(=O)C1=CC=C(C=C1)Br)CCCCCCCCCCC